ClC=1C=C(C=CC1)C(CN(CC#N)C)N1C(C=C(C=C1)C1=CN(C2=NC=C(C=C21)N2CCOCC2)S(=O)(=O)C2=CC=C(C)C=C2)=O 2-((2-(3-Chlorophenyl)-2-(4-(5-morpholino-1-tosyl-1H-pyrrolo[2,3-b]pyridin-3-yl)-2-oxopyridin-1(2H)-yl)ethyl)(methyl)amino)acetonitrile